FC1=C(C(=C(C(=C1[B-](C1=C(C(=C(C(=C1F)F)F)F)F)(C1=C(C(=C(C(=C1F)F)F)F)F)C1=C(C(=C(C(=C1F)F)F)F)F)F)F)F)F.C[S+](C1=CC=CC=C1)C1=CC=CC=C1 methyldiphenylsulfonium tetrakis(pentafluorophenyl)borate